FC1=C(C=CC=C1C=1C=NN(C1)C(CC)C1=CC=C(C=C1)F)C1=C(C=2N(C=C1)N=C(N2)N)C 7-(2-fluoro-3-(1-(1-(4-fluorophenyl)propyl)-1H-pyrazol-4-yl)phenyl)-8-methyl-[1,2,4]triazolo[1,5-a]pyridin-2-amine